COC=1C=C2C(=NC=NC2=CC1OCC1CCN(CC1)C)C1=CC=C(N)C=C1 4-(6-methoxy-7-((1-methylpiperidin-4-yl)methoxy)quinazolin-4-yl)aniline